CN(C(OC(C)(C)C)=O)C1CCC2=C(NC1=O)N=CC(=C2)\C=C\C(=O)N(CC2=C(OC1=C2C=CC=C1)C)C tert-butyl N-methyl-N-[3-[(E)-3-[methyl-[(2-methylbenzofuran-3-yl)methyl] amino]-3-oxo-prop-1-enyl]-8-oxo-5,6,7,9-tetrahydropyrido[2,3-b]azepin-7-yl]carbamate